C(#N)C1=NC(=NC(=C1)NC1=C(C=CC=C1)C)N1N=CC(=C1N)C(=O)O 1-{4-cyano-6-[(2-methylphenyl)amino]pyrimidin-2-yl}-5-amino-1H-pyrazole-4-carboxylic acid